BrCCCNC(OC(C)(C)C)=O tert-butyl (3-bromopropyl)-carbamate